1-[6-(1,1-Difluorobutyl)-3,3-dimethyl-1H,2H,3H-pyrrolo[3,2-c]pyridin-1-yl]-2-[(2S,5R)-5-methyl-2-(1,3-thiazol-2-ylmethyl)piperazin-1-yl]ethan-1-one hydrochloride Cl.FC(CCC)(F)C1=CC2=C(C=N1)C(CN2C(CN2[C@H](CN[C@@H](C2)C)CC=2SC=CN2)=O)(C)C